C[C@H]1N([C@@H](COC1)C)C(=O)C1=C(OC=2C(=NC=NC2)N2CC3(C2)CCN(CC3)C[C@@H]3CC[C@H](CO3)NS(=O)(=O)C(C)C)C=CC(=C1)F N-((3R,6S)-6-((2-(5-(2-((3R,5R)-3,5-dimethylmorpholine-4-carbonyl)-4-fluorophenoxy)pyrimidin-4-yl)-2,7-diazaspiro[3.5]nonan-7-yl)methyl)tetrahydro-2H-pyran-3-yl)propane-2-sulfonamide